C1(=CC=CC=C1)N1NC(=CC1C1=CC=C(C=C1)C(C)(C)C)C=CC1=CC=C(C=C1)C(C)(C)C 1-phenyl-3-(4-t-butylstyryl)-5-(4-t-butylphenyl)-pyrazoline